[K].C1CCC2=C(C=3CCCC3C=C12)NC(=O)NS(=O)(=O)C1CN(C1)C(CC)CC N-((1,2,3,5,6,7-Hexahydro-s-indacen-4-yl)carbamoyl)-1-(pentan-3-yl)azetidine-3-sulfonamide, Potassium Salt